C1(=CCCC1)C=1C=C(C=CC1)[C@@H](C)NC1=NC(=NC2=CC(=C(C=C12)OC)OC)C N-{(1R)-1-[3-(cyclopent-1-en-1-yl)phenyl]ethyl}-6,7-dimethoxy-2-methylquinazolin-4-amine